C(C)N(C(=O)[C@@H]1CC[C@H](CO1)NC(OCC1=CC=CC=C1)=O)CC Benzyl [(3R,6S)-6-(diethylcarbamoyl)tetrahydro-2H-pyran-3-yl]carbamate